6-fluorobenzo[d]oxazol FC1=CC2=C(N=CO2)C=C1